2-{4-[5-(2-methoxyethoxy)pyrimidin-2-yl]piperazin-1-yl}-N-methylethanamine COCCOC=1C=NC(=NC1)N1CCN(CC1)CCNC